ClC=1C=CC2=C(N=C(O2)C2CC3(CC(C3)NC(=O)C=3OC(=CC3)S(NC(=O)C3CS(CCC3)(=O)=O)(=O)=O)C2)C1 N-[6-(5-chloro-1,3-benzoxazol-2-yl)spiro[3.3]heptan-2-yl]-5-[(1,1-dioxothiane-3-carbonyl)sulfamoyl]furan-2-carboxamide